N1C(=CC2=CC=CC=C12)CN1CCC(CC1)C=1C=CC=2C(N(C3=CC=CC1C23)C2C(NC(CC2)=O)=O)=O 3-[5-[1-(1H-indol-2-ylmethyl)-4-piperidyl]-2-oxo-benzo[cJ]indol-1-yl]piperidine-2,6-dione